2-(2-(7-amino-2-phenyl-1H-indol-5-yl)ethoxy)ethan-1-ol NC=1C=C(C=C2C=C(NC12)C1=CC=CC=C1)CCOCCO